2-[[(dodecylthio)thiomethyl]thio]-2-methylpropionic acid C(CCCCCCCCCCC)SSCSC(C(=O)O)(C)C